(5'S,7'R,7a'R)-7'-hydroxy-5'-phenyl-1-(pyrazolo[1,5-a]pyrimidin-7-yl)tetrahydro-3'H-spiro[piperidine-4,2'-pyrrolo[2,1-b][1,3]oxazol]-3'-one O[C@@H]1C[C@H](N2[C@@H]1OC1(C2=O)CCN(CC1)C1=CC=NC=2N1N=CC2)C2=CC=CC=C2